6-{4-[(7-chloro-8-methyl-6-oxo-5H-1,5-naphthyridin-3-yl)methyl]piperazin-1-yl}pyridine-3-carbonitrile ClC=1C(NC=2C=C(C=NC2C1C)CN1CCN(CC1)C1=CC=C(C=N1)C#N)=O